ethylenediamine distearate C(CCCCCCCCCCCCCCCCC)(=O)O.C(CCCCCCCCCCCCCCCCC)(=O)O.C(CN)N